CP(C1=C2N=CC=NC2=CC=C1NC=1C2=C(N=C(N1)NC1=CC(=CC(=C1)C(F)(F)F)N1C=NC(=C1)C)NC=C2)(C)=O Dimethyl(6-((2-((3-(4-methyl-1H-imidazol-1-yl)-5-(trifluoromethyl)phenyl)amino)-7H-pyrrolo[2,3-d]pyrimidin-4-yl)amino)quinoxalin-5-yl)phosphine oxide